Meta-nitrobenzenesulfonate [N+](=O)([O-])C=1C=C(C=CC1)S(=O)(=O)[O-]